C(C)(C)(C)OC(N(C)C1=CC(=NC=2N1N=CC2C(N[C@@H](COCC2=CC(=C(C(=C2)[N+](=O)[O-])OC)F)C)=O)Cl)=O N-[5-chloro-3-[[(1R)-2-[(3-fluoro-4-methoxy-5-nitro-phenyl)methoxy]-1-methyl-ethyl]carbamoyl]pyrazolo[1,5-a]pyrimidin-7-yl]-N-methyl-carbamic acid tert-butyl ester